1-(6-chloro-4-methylpyridazin-3-yl)ethan-1-one ClC1=CC(=C(N=N1)C(C)=O)C